(5S*,8R*)-8-amino-N-(2,4-dichlorobenzyl)-5-fluoro-8-(hydroxymethyl)-5,6,7,8-tetrahydroquinoline-5-carboxamide N[C@@]1(CC[C@](C=2C=CC=NC12)(C(=O)NCC1=C(C=C(C=C1)Cl)Cl)F)CO |o1:1,4|